Ethyl ((S)-((2-aminoethyl)thio)(ethoxy)phosphoryl)-L-alaninate TFA salt OC(=O)C(F)(F)F.NCCS[P@@](=O)(OCC)N[C@@H](C)C(=O)OCC